BrC1=C(C(=C2C(NC(=NC2=C1)Cl)=O)OCCNC)Cl 7-bromo-2,6-dichloro-5-(2-(methylamino)ethoxy)quinazolin-4(3H)-one